C(C)N1N=NC(=C1OC1=CC=C(C=C1)I)C(=O)O ethyl-5-(4-iodophenoxy)-1H-1,2,3-triazole-4-carboxylic acid